(6aR)-8-acryloyl-1-(4-methoxy-2,2-dimethylpyrrolidin-1-yl)-4-fluoro-3-(2-fluoro-6-hydroxyphenyl)-6,6a,7,8,9,10-hexahydro-12H-pyrazino[2,1-c]pyrido[3,4-f][1,4]oxazepin-12-one C(C=C)(=O)N1C[C@@H]2COC3=C(C(N2CC1)=O)C(=NC(=C3F)C3=C(C=CC=C3O)F)N3C(CC(C3)OC)(C)C